(2S,4r)-1-[(2S)-3,3-dimethyl-2-[4-[(4-phenylpiperazin-1-yl)methyl]triazol-1-yl]butanoyl]-4-hydroxy-N-methyl-pyrrolidine-2-carboxamide CC([C@@H](C(=O)N1[C@@H](C[C@H](C1)O)C(=O)NC)N1N=NC(=C1)CN1CCN(CC1)C1=CC=CC=C1)(C)C